(S)-N-(5-(1-methyl-4-(pyrrolidin-2-ylmethoxy)-1H-pyrazol-5-yl)pyrazolo[1,5-a]pyridin-2-yl)cyclopropanecarboxamide CN1N=CC(=C1C1=CC=2N(C=C1)N=C(C2)NC(=O)C2CC2)OC[C@H]2NCCC2